6-ethyl-5-isopropoxy-3-((3-(2-(2-(methylamino)acetamido)ethyl)phenyl)amino)pyrazine-2-carboxamide C(C)C1=C(N=C(C(=N1)C(=O)N)NC1=CC(=CC=C1)CCNC(CNC)=O)OC(C)C